benzyl-tricresyl-ammonium bromide [Br-].C(C1=CC=CC=C1)[N+](C1=CC=C(C=C1)C)(C1=CC=C(C=C1)C)C1=CC=C(C=C1)C